S1C=NC2=C1C(=CC=C2)N2C(N=CC1=C2N=C(C=C1)C1CC1)=O benzo[d]thiazol-7-yl-7-cyclopropylpyrido[2,3-d]pyrimidin-2(1H)-one